N,N-dimethyl-3,4-methylenedioxy-amphetamine CN(C(C)CC1=CC2=C(C=C1)OCO2)C